C(C)(C)(C)C=1C=C2CC(N(C(C2=CC1)=O)CCO)(C(F)(F)F)NC1=CC=CC=C1 6-(tert-Butyl)-2-(2-hydroxyethyl)-3-(phenylamino)-3-(trifluoromethyl)-3,4-dihydroisoquinolin-1(2H)-one